2-(1H-indol-3-yl)-N,N-diisopropylacetamide N1C=C(C2=CC=CC=C12)CC(=O)N(C(C)C)C(C)C